C1(CC1)C=1C=CC(=NC1CC1=CC=C(C=C1)F)C(=O)O 5-cyclopropyl-6-(4-fluorobenzyl)picolinic acid